3-(4-(methylthio)pyrimidin-2-yl)oxetan-3-amine CSC1=NC(=NC=C1)C1(COC1)N